C1(=CC=CC2=CC=CC=C12)C=1C=C(C=C(C1OCCO)C1=CC=CC2=CC=CC=C12)C1=CC(=C(C(=C1)C1=CC=CC2=CC=CC=C12)OCCO)C1=CC=CC2=CC=CC=C12 2,2'-{[3,3',5,5'-tetra(naphthalen-1-yl)[1,1'-biphenyl]-4,4'-diyl]bis(oxy)}di(ethan-1-ol)